3-Amino-6-[(3,3-difluorocyclobutyl)methoxy]-4-(7-fluoro-1H-indazol-4-yl)-1H-1,7-phenanthrolin-2-one NC=1C(NC2=C3C=CC=NC3=C(C=C2C1C1=C2C=NNC2=C(C=C1)F)OCC1CC(C1)(F)F)=O